1,3-Phenylendiamin C1(=CC(=CC=C1)N)N